α-Galactose tetraacetate bromide [Br-].C(C)(=O)[O-].C(C)(=O)[O-].C(C)(=O)[O-].C(C)(=O)[O-].O[C@@H]1[C@H](O)[C@@H](O)[C@@H](O)[C@H](O1)CO